1,3-dimethyl-2-ethylbenzene CC1=C(C(=CC=C1)C)CC